Rel-(S)-N-(8'-(1-hydroxyethyl)-4'H-spiro[cyclopropane-1,5'-naphtho[2,1-d]isoxazol]-3'-yl)-2-methoxybenzenesulfonamide O[C@@H](C)C1=CC=C2C3(CC=4C(=NOC4C2=C1)NS(=O)(=O)C1=C(C=CC=C1)OC)CC3 |o1:1|